(Z)-3-(4-Hydroxyphenyl)-1-(2,4,6-trihydroxyphenyl)prop-2-en-1-one OC1=CC=C(C=C1)\C=C/C(=O)C1=C(C=C(C=C1O)O)O